C(C1=CC=CC=C1)NC1=NN=C(C2=CC=CC=C12)C1=CC=C(C=C1)OCC1=CC=CC=C1 N-benzyl-4-(4-(benzyloxy)phenyl)phthalazin-1-amine